C(C)(C)(C)OC(=O)N1CC=2NN=C(C2C1)C1=CC=CC=C1 3-phenyl-4,6-dihydropyrrolo[3,4-c]Pyrazole-5(1H)-carboxylic acid tert-butyl ester